C1(CCCCC1)NC1=NC(=NC=C1F)OC1CNCC1 3-((4-(cyclohexylamino)-5-fluoropyrimidin-2-yl)oxy)pyrrolidin